C(=O)(O)CN(C1(CN(CCN(C1)CC(=O)O)CC(=O)O)C)CC(=O)O 6-[bis(carboxymethyl)amino]tetrahydro-6-methyl-1H-1,4-diazepine-1,4(5H)-diacetic acid